COC1=C2C(=CNC2=CC=C1)CCN(C)C 2-(4-methoxy-1H-indol-3-yl)-N,N-dimethylethan-1-amine